C(C)C1=C(C=CC(=C1)C(=O)OCC)C(=O)OC(CO)CO 2-(2-ethyl-4-ethoxycarbonylphenyl)formyloxy-1,3-propanediol